BrC1=CC=C(C=C1)P(=O)(CC)CC 1-bromo-4-diethylphosphoryl-benzene